diphenylcarbanyl-cyclopentadienyl-(2-dimethylamino-fluorenyl)zirconium dichloride [Cl-].[Cl-].C1(=CC=CC=C1)C(C1=CC=CC=C1)[Zr+2](C1=C(C=CC=2C3=CC=CC=C3CC12)N(C)C)C1C=CC=C1